2,5-DIPHENYL-1H-PYRROLE-3-CARBALDEHYDE C1(=CC=CC=C1)C=1NC(=CC1C=O)C1=CC=CC=C1